6,8-bis(benzylsulfanyl)octanoic acid C(C1=CC=CC=C1)SC(CCCCC(=O)O)CCSCC1=CC=CC=C1